OC1=CC(=C(C(=C1)C)NC(/C(/C)=N/O)=O)C (2E)-N-(4-hydroxy-2,6-dimethyl-phenyl)-2-hydroxyimino-propanamide